C(C)(=O)C([C@H](N)C(=O)[O-])C(=O)[O-] 3-acetylaspartate